C(C)(=O)N[C@H]1[C@@H](O[C@@H]([C@H]([C@@H]1O)O)CO)NC(C[C@H](N)C(=O)O)=O N4-(N-acetyl-β-glucosaminyl)asparagine